3,7-Dimethyloctan-3-yl-2-hydroxybenzoat CC(CC)(CCCC(C)C)OC(C1=C(C=CC=C1)O)=O